N-(2-aminopropyl)piperazine NC(CN1CCNCC1)C